2-chloro-N-cyclopropyl-4-[3-(cyclopropylmethyl)-8-(trifluoromethyl)-1,2,4-triazolo[4,3-a]pyridin-7-yl]-benzenamine ClC1=C(C=CC(=C1)C1=C(C=2N(C=C1)C(=NN2)CC2CC2)C(F)(F)F)NC2CC2